n-heptanol acrylate C(C=C)(=O)OCCCCCCC